tert-butyl 4-[[1-[(1S)-2-benzyloxy-1-methyl-ethyl]-2,6-dioxo-4-piperidyl]methyl]piperidine-1-carboxylate C(C1=CC=CC=C1)OC[C@H](C)N1C(CC(CC1=O)CC1CCN(CC1)C(=O)OC(C)(C)C)=O